5-methyl-1,3-thiazol-4(5H)-one CC1C(N=CS1)=O